2,3-dihydro-[1,4]dithiino[2,3-c]pyridine S1CCSC=2C=NC=CC21